[N+](=O)([O-])C1=CC=C(C(=O)OC(C)CCCCCCC)C=C1 Nonan-2-yl 4-nitrobenzoate